C(#N)C=1C=C(C(=O)O)C=CC1 3-CYANOBENZOIC ACID